S(=O)(=O)(C1=CC=C(C)C=C1)NC1=NC=C(N=C1)Br N-tosyl-5-bromopyrazin-2-amine